iodine 2,6-difluorobenzylamine FC1=C(CN)C(=CC=C1)F.[I]